NC(CC=1C=[N+](C=CC1)C)C(=O)O 3-(2-amino-2-carboxyethyl)-1-methylpyridin-1-ium